C(C)(C)(C)OC(=O)N1C[C@@H]([C@H](CC1)CNC1=NC=2N(C(=C1)N(CC1=CC(=CC=C1)NC(C(=C)C)=O)C(=O)OC(C)(C)C)N=CC2C(C)C)O (3R,4R)-4-(((7-((tert-butoxycarbonyl)(3-methacrylamidobenzyl)amino)-3-isopropylpyrazolo[1,5-a]pyrimidin-5-yl)amino)methyl)-3-hydroxypiperidine-1-carboxylic acid tert-butyl ester